ethyl 4-[5-[3-[2-[4-[(1S)-2-amino-1-methyl-ethoxy]-4-oxo-butanoyl]-4-fluoro-6-methoxy-isoindolin-5-yl]oxypropoxy]-4-fluoro-6-methoxy-isoindolin-2-yl]-4-oxo-butanoate NC[C@@H](OC(CCC(=O)N1CC2=CC(=C(C(=C2C1)F)OCCCOC=1C(=C2CN(CC2=CC1OC)C(CCC(=O)OCC)=O)F)OC)=O)C